OC1=C(C=C(C(=C1)O)C(C)C)C1=NN=C(N1C1=CC=C(CC2CCN(CC2)C([C@H](CC#C)NC(OCC2C3=CC=CC=C3C=3C=CC=CC23)=O)=O)C=C1)C(NCC)=O (9H-Fluoren-9-yl)methyl (S)-(1-(4-(4-(3-(2,4-dihydroxy-5-isopropylphenyl)-5-(ethylcarbamoyl)-4H-1,2,4-triazol-4-yl)benzyl)piperidin-1-yl)-1-oxopent-4-yn-2-yl)carbamate